tert-butyl 2-[(7-bromo-5-fluoro-2-methyl-benzimidazol-1-yl)methyl]-1,4-oxazepane-4-carboxylate BrC1=CC(=CC2=C1N(C(=N2)C)CC2OCCCN(C2)C(=O)OC(C)(C)C)F